C(#N)CS(=O)(=O)N 1-cyanomethanesulfonamide